BrC1=CC=2SCC[C@@H]3N(C2N=C1)CCNC3 (S)-3-bromo-6,7,7a,8,10,11-hexahydro-9H-pyrazino[1,2-d]pyrido[3,2-b][1,4]thiazepin